4-(2-((1-(1-(1-Hydroxycyclopropanecarbonyl)piperidin-4-yl)-1H-pyrazol-4-yl)amino)-5-methylpyrimidin-4-yl)benzoic Acid OC1(CC1)C(=O)N1CCC(CC1)N1N=CC(=C1)NC1=NC=C(C(=N1)C1=CC=C(C(=O)O)C=C1)C